(2R,3aS,6S,6aR)-6-((2-amino-3-bromoquinolin-7-yl)methyl)-2-(5-fluoro-4-methyl-7H-pyrrolo[2,3-d]pyrimidin-7-yl)hexahydro-3aH-cyclopenta[b]furan-3,3a-diol NC1=NC2=CC(=CC=C2C=C1Br)C[C@@H]1CC[C@]2([C@@H]1O[C@H](C2O)N2C=C(C1=C2N=CN=C1C)F)O